ClC1=C(C(=CC(=C1)N1CC(C1)NC=1OC(=NN1)C1CC2(C1)CCC2)Cl)C2C(NC(CC2)=O)=O 3-(2,6-dichloro-4-(3-((5-(spiro[3.3]heptan-2-yl)-1,3,4-oxadiazol-2-yl)amino)azetidin-1-yl)phenyl)piperidine-2,6-dione